3,7,11-trimethyldodec-1,3,6,10-tetraene CC(C=C)=CCC=C(CCC=C(C)C)C